tert-Butyl 2-(6-chloro-1-(3,4-dichlorophenyl)-9H-carbazol-2-ylamino)ethylcarbamate ClC=1C=C2C=3C=CC(=C(C3NC2=CC1)C1=CC(=C(C=C1)Cl)Cl)NCCNC(OC(C)(C)C)=O